1,4-diazaoctane NCCNCCCC